(S)-2-(6-chloro-2-(methylsulfonyl)-1,2,3,4-tetrahydroisoquinolin-8-yl)pyrrolidine ClC=1C=C2CCN(CC2=C(C1)[C@H]1NCCC1)S(=O)(=O)C